C(C)(C)N1C[C@@H](CC1=O)OC(=O)N1CCN(CC1)C1=NC=2N(C=C1)N=CC2C=2C(=NC=CC2)OC2CC2 [(3R)-1-isopropyl-5-oxo-pyrrolidin-3-yl]-4-[3-[2-(cyclopropoxy)-3-pyridyl]pyrazolo[1,5-a]pyrimidin-5-yl]piperazine-1-carboxylate